ClC1=C(C=CC=C1)C1=C(C(=NC2=CC(=CC=C12)C=1C(=NN(C1C)C)C)N1CC2(CN(C2)C(C=C)=O)CC1)C#N 4-(2-chlorophenyl)-2-(2-(2-propenoyl)-2,6-diazaspiro[3.4]octan-6-yl)-7-(1,3,5-trimethyl-1H-pyrazol-4-yl)-3-quinolinecarbonitrile